2-amino-3-ethylamino-6,7-dihydro-1H,5H-pyrazolo[1,2-a]pyrazol-1-one NC1=C(N2N(CCC2)C1=O)NCC